{3-[(1S)-1-[1-(tert-butyl-oxy)imidazol-4-yl]ethyl]-2-methylphenyl}methyl (2S,3R)-2-ethyl-4-hydroxy-3-[(3-methylimidazol-4-yl)methyl]butanoate C(C)[C@H](C(=O)OCC1=C(C(=CC=C1)[C@H](C)C=1N=CN(C1)OC(C)(C)C)C)[C@H](CO)CC=1N(C=NC1)C